CC1(O[C@@H]2[C@H](O1)[C@H](O[C@H]2N2C=CC1=C2N=CN=C1N)[C@@H]1OC(CC2=CC(=CC=C12)Cl)OC)C 7-[(3aR,4R,6R,6aR)-2,2-dimethyl-6-[(1R)-6-chloro-3-methoxy-isochroman-1-yl]-3a,4,6,6a-tetrahydrofuro[3,4-d][1,3]dioxol-4-yl]pyrrolo[2,3-d]pyrimidin-4-amine